(2R)-N-[(1S)-1-[6-(dimethylamino)pyridin-2-yl]-2-hydroxyethyl]-2-(6-{2-[(2-methylpyrimidin-4-yl)amino]pyrimidin-4-yl}-1-oxo-2,3-dihydro-1H-isoindol-2-yl)propanamide CN(C1=CC=CC(=N1)[C@@H](CO)NC([C@@H](C)N1C(C2=CC(=CC=C2C1)C1=NC(=NC=C1)NC1=NC(=NC=C1)C)=O)=O)C